1-(4-benzyl-3,4-dihydro-2H-benzo[b][1,4]oxazin-6-yl)but-3-en-1-amine C(C1=CC=CC=C1)N1C2=C(OCC1)C=CC(=C2)C(CC=C)N